FC1(CN(CC[C@@H]1N1C=C(C=2C1=NC=C(C2)N2C(NC(CC2)=O)=O)C)CC2CCNCC2)F |o1:6| (S*)-1-(1-(3,3-Difluoro-1-(piperidin-4-ylmethyl)piperidin-4-yl)-3-methyl-1H-pyrrolo[2,3-b]pyridin-5-yl)dihydropyrimidine-2,4(1H,3H)-dione